CO[C@@H](C(=O)NC1CCNCC1)C1=CC=CC=C1 (R)-2-methoxy-2-phenyl-N-(piperidin-4-yl)acetamide